C[C@@H]1N(CC1)C=1N=C(C2=C(N1)CCC2)C2=CC=C(C=C2)CN [4-[2-[(2S)-2-methylazetidin-1-yl]-6,7-dihydro-5H-cyclopenta[d]pyrimidin-4-yl]phenyl]methanamine